4-[1-(4-Hydroxycyclohexyl)-1-methylethyl]cyclohexanol OC1CCC(CC1)C(C)(C)C1CCC(CC1)O